2-(tetrahydro-2H-pyran-4-yl)-6-vinylquinazoline O1CCC(CC1)C1=NC2=CC=C(C=C2C=N1)C=C